FC(COC1CCC2(C(=CC(N2)=O)[O-])CC1)F 8-(2,2-difluoroethoxy)-2-oxo-1-azaspiro[4.5]dec-3-en-4-olat